4-OXO-5-PHENYL-4H-PYRAN-3-CARBOXALDEHYDE O=C1C(=COC=C1C1=CC=CC=C1)C=O